ethyl 2,3,5-trimethyl-4-hydroxybenzoate CC1=C(C(=O)OCC)C=C(C(=C1C)O)C